dibutoxyzirconium bis(ethyl acetoacetate) C(C)CC(CC(=O)[O-])=O.C(C)CC(CC(=O)[O-])=O.C(CCC)O[Zr+2]OCCCC